O=C1NC(CCC1N1C(CC2=CC(=CC=C12)C=1CCN(CC1)C(=O)OC(C)(C)C)C)=O tert-butyl 4-[1-(2,6-dioxo-3-piperidyl)-2-methyl-indolin-5-yl]-3,6-dihydro-2H-pyridine-1-carboxylate